O=C1NC(CCC1N1C(C2=CC=CC(=C2C1)NC(CN1CCC(CC1)NC(C)=O)=O)=O)=O N-(1-(2-((2-(2,6-dioxopiperidin-3-yl)-1-oxoisoindolin-4-yl)amino)-2-oxoethyl)piperidin-4-yl)acetamide